(R)-N-(4-(6-methoxy-7-(piperidin-3-ylmethoxy)quinazolin-4-yl)phenyl)-2-(4-(trifluoromethyl)phenyl)acetamide COC=1C=C2C(=NC=NC2=CC1OC[C@H]1CNCCC1)C1=CC=C(C=C1)NC(CC1=CC=C(C=C1)C(F)(F)F)=O